CC(C)(C)OC(=O)NC1[C@H]2[C@@H]1CNC2 tert-butyl (1R,5S,6S)-3-azabicyclo[3.1.0]hex-6-ylcarbamate